(S)-N2-(2-methoxy-4-((4-morpholino-piperidin-1-yl)sulfonyl)phenyl)-N4-(tetrahydrofuran-3-yl)-7H-pyrrolo[2,3-d]pyrimidine-2,4-diamine COC1=C(C=CC(=C1)S(=O)(=O)N1CCC(CC1)N1CCOCC1)NC=1N=C(C2=C(N1)NC=C2)N[C@@H]2COCC2